(3S)-3-(benzyl-((S)-1-phenylethyl)amino)-5-(benzyloxy)-2-methylpentanoic acid tert-butyl ester C(C)(C)(C)OC(C([C@H](CCOCC1=CC=CC=C1)N([C@@H](C)C1=CC=CC=C1)CC1=CC=CC=C1)C)=O